(E)-1-(3-((4-amino-5-(4-phenoxyphenyl)-7-(tetrahydrofuran-3-yl)-7H-pyrrolo[2,3-d]pyrimidin-6-yl)ethynyl)azetidin-1-yl)-4-(dimethylamino)but-2-en-1-one NC=1C2=C(N=CN1)N(C(=C2C2=CC=C(C=C2)OC2=CC=CC=C2)C#CC2CN(C2)C(\C=C\CN(C)C)=O)C2COCC2